N=1OC=C2C1C(CC2)NC(=O)C2=CN=C1N2N=C(C=C1NC)NC=1C(N(C=CC1)C1=NC=CC=C1)=O N-(5,6-dihydro-4H-cyclopenta[c]isoxazol-6-yl)-8-(methylamino)-6-((2-oxo-2H-[1,2'-bipyridin]-3-yl)amino)imidazo[1,2-b]pyridazine-3-carboxamide